ergosta-5,7,9(11),22-tetraen-3β-ol CC(C)[C@@H](C)C=C[C@@H](C)[C@H]1CC[C@H]2C3=CC=C4C[C@H](CC[C@]4(C)C3=CC[C@]12C)O